tert-butyl 4-(4-chloro-3-fluorophenyl)-1,4-diazepane-1-carboxylate ClC1=C(C=C(C=C1)N1CCN(CCC1)C(=O)OC(C)(C)C)F